2-Chloro-1,1,1,3,4,4,4-heptafluoro-2-buten ClC(C(F)(F)F)=C(C(F)(F)F)F